COC=1C=CC=C2NC=C(CCN(C3CC3)C)C12 4-METHOXY-N-METHYL-N-CYCLOPROPYLTRYPTAMINE